CC(CN=C=O)(CCCN=C=O)C 2,2-dimethylpentamethylene diisocyanate